N1=C(N=CC=C1)N1C(C2=CC=CC(=C2C1=O)C)=O 2-pyrimidine-2-yl-methyl-isoindole-1,3-dione